(15R)-15-methyl-5-(3-methyl-5-vinyl-1,2,4-triazol-1-yl)-11-thia-6,14,17-triazatetracyclo[8.8.0.0^2,7.0^12,18]octadeca-1(10),2(7),3,5,8,12(18)-hexaen-13-one C[C@H]1NC(C=2SC=3C=CC=4N=C(C=CC4C3C2NC1)N1N=C(N=C1C=C)C)=O